N-(2-aminophenyl)-4-[[[4-morpholinylpyrrolo[2,1-f][1,2,4]triazin-2-yl]thio]methyl]benzamide NC1=C(C=CC=C1)NC(C1=CC=C(C=C1)CSC1=NN2C(C(=N1)N1CCOCC1)=CC=C2)=O